Butyl 7-(4-(8-chloro-7-((2-methyl-1-((2-(trimethylsilyl)ethoxy)methyl)-1H-benzo[d]imidazol-6-yl)oxy)quinoxalin-2-yl)-1H-pyrazol-1-yl)-4-azaspiro[2.5]octane-4-carboxylate ClC=1C(=CC=C2N=CC(=NC12)C=1C=NN(C1)C1CCN(C2(CC2)C1)C(=O)OCCCC)OC=1C=CC2=C(N(C(=N2)C)COCC[Si](C)(C)C)C1